N-(2-((2-(2,6-dioxopiperidin-3-yl)-1,3-dioxoisoindolin-5-yl)amino)ethyl)acetamide sodium glycolate C(CO)(=O)[O-].[Na+].O=C1NC(CCC1N1C(C2=CC=C(C=C2C1=O)NCCNC(C)=O)=O)=O